6-(2-((1-Methyl-3-(trifluoromethyl)-1H-pyrazol-5-yl)sulfonyl)-2-azaspiro[3.3]hept-6-yl)-2-oxa-6-azaspiro[3.3]heptane CN1N=C(C=C1S(=O)(=O)N1CC2(C1)CC(C2)N2CC1(COC1)C2)C(F)(F)F